FC1=CC(=C(C=C1)C=1C(=NC=CC1)OC=1C=NC(=NC1)N(CC(=O)OCC)C)OC ethyl 2-[(5-{[3-(4-fluoro-2-methoxyphenyl)pyridin-2-yl]oxy}pyrimidin-2-yl) (methyl)amino]acetate